C1NCC12CC(C2)OC=2C=CC=1N(C2C)C(=NC1)C(F)(F)F 6-((2-azaspiro[3.3]heptan-6-yl)oxy)-5-methyl-3-(trifluoromethyl)imidazo[1,5-a]pyridine